2-[bis(4-hydroxyphenyl)methyl]benzoic acid OC1=CC=C(C=C1)C(C1=C(C(=O)O)C=CC=C1)C1=CC=C(C=C1)O